tert-Butyl-8-[1-(2,7-dioxoazepan-3-yl)-3-methyl-2-oxobenzimidazol-5-yl]oct-7-yne C(C)(C)(C)CCCCCCC#CC1=CC2=C(N(C(N2C)=O)C2C(NC(CCC2)=O)=O)C=C1